OCCN1C=NC=C1C=1C=CC=2N(C1)N=CC2N2CCN(CC2)C(=O)OC(C)(C)C tert-butyl 4-(6-(1-(2-hydroxyethyl)-1H-imidazol-5-yl)pyrazolo[1,5-a]pyridin-3-yl)piperazine-1-carboxylate